O1C(=NC2=C1C=CC=C2)SCC(=O)C2=CC=C(C=C2)C2=NOC(=N2)C(F)(F)F 2-(benzo[d]oxazol-2-ylthio)-1-(4-(5-(trifluoromethyl)-1,2,4-oxadiazol-3-yl)phenyl)ethan-1-one